C1(CC1)C1=NN(C=N1)C1CC2(CN(C2)C(=O)N2CC3(C2)CN(C3)CC=3C(=NN(C3)CC(F)(F)F)C)C1 [6-(3-cyclopropyl-1,2,4-triazol-1-yl)-2-azaspiro[3.3]heptan-2-yl]-[6-[[3-methyl-1-(2,2,2-trifluoroethyl)pyrazol-4-yl]methyl]-2,6-diazaspiro[3.3]heptan-2-yl]methanone